FC(C)(F)C1=NC(=CC(=N1)C1=CNC2=CN=C(C=C21)NC(C)=O)C N-[3-[2-(1,1-difluoroethyl)-6-methyl-pyrimidin-4-yl]-1H-pyrrolo[2,3-c]pyridin-5-yl]acetamide